4-((2s,5r)-2,5-dimethylpiperazin-1-yl)-1-(4-fluoro-2-isopropylpyridin-3-yl)-7-(2-fluoro-6-methoxyphenyl)-5,6,7,8-tetrahydropyrido[3,4-d]pyrimidin-2(1H)-one C[C@@H]1N(C[C@H](NC1)C)C=1C2=C(N(C(N1)=O)C=1C(=NC=CC1F)C(C)C)CN(CC2)C2=C(C=CC=C2OC)F